COCCOC1C(C)O1 2-(2-methoxyethoxy) methylethylene oxide